OC1(CC(C1)C(=O)N1CC2(C1)C[C@H](CC2)CC2=CC=C(C=C2)C(F)(F)F)C |r| (rac)-((1s,3s)-3-hydroxy-3-methylcyclobutyl)(6-(4-(trifluoromethyl)benzyl)-2-azaspiro[3.4]oct-2-yl)methanone